3-(4-bromophenyl)pyrrolidine hydrochloride Cl.BrC1=CC=C(C=C1)C1CNCC1